(S)-N-(4-((2-((5-(tert-butyl)-1-(tetrahydrofuran-3-yl)-1H-pyrazol-3-yl)amino)-1-methyl-1H-imidazo[4,5-b]pyridin-6-yl)oxy)pyridin-2-yl)-3-methoxyazetidine-1-carboxamide C(C)(C)(C)C1=CC(=NN1[C@@H]1COCC1)NC=1N(C=2C(=NC=C(C2)OC2=CC(=NC=C2)NC(=O)N2CC(C2)OC)N1)C